N1=CNC2=NC=CC(=C21)C=2C=NN(C2)C2=NC=C(C(=O)N1CC(C1)C#N)C=C2 1-(6-(4-(3H-imidazo[4,5-b]pyridin-7-yl)-1H-pyrazol-1-yl)nicotinoyl)azetidine-3-carbonitrile